6-hydroxy-3-hexynyloctoxymethyl ether OC(CCC(CCOCOCOCCC(CCC(CC)O)C#CCCCC)C#CCCCC)CC